ClC1=C2CCN([C@@H](C2=C(C=C1)OCC1=NN(C=C1)CC)CN1C(C2=CC=CC=C2C1)=O)C(=O)C1CCCCC1 (1S,2R)-2-((S)-5-Chloro-8-((1-ethyl-1H-pyrazol-3-yl)methoxy)-1-((1-oxoisoindolin-2-yl)methyl)-1,2,3,4-tetrahydroisochinolin-2-carbonyl)cyclohexan